C(=O)C1=C(C=C(C(=C1)OCCCC(=O)O)C=O)OCCCC(=O)O 4'-((2,5-diformyl-1,4-phenylene)bis(oxy))dibutyric acid